C1(CC1)C=1NC(=NN1)C1CC2(CN(C2)C(=O)N2CC3(CN(C3)S(=O)(=O)C3=CC(=CC(=C3)C(F)(F)F)F)C2)C1 [6-(5-cyclopropyl-4H-1,2,4-triazol-3-yl)-2-azaspiro[3.3]heptan-2-yl]-[2-[3-fluoro-5-(trifluoromethyl)phenyl]sulfonyl-2,6-diazaspiro[3.3]heptan-6-yl]methanone